FC=1C=C(C=CC1)[C@@H]1N(CCC1)C=1C=CC=2N(N1)C(=CN2)C2=CC=CC(=N2)N2CCC(CC2)N(C)CC2=C(C=CC=C2)N2C(NC(CC2)=O)=O (R)-1-(2-(((1-(6-(6-(2-(3-fluorophenyl)pyrrolidin-1-yl)imidazo[1,2-b]pyridazin-3-yl)pyridin-2-yl)piperidin-4-yl)(methyl)amino)methyl)phenyl)dihydropyrimidine-2,4(1H,3H)-dione